2-[[2-(4-hydroxyanilino)-2-oxo-ethyl]sulfamoyl]benzoate OC1=CC=C(NC(CNS(=O)(=O)C2=C(C(=O)[O-])C=CC=C2)=O)C=C1